tert-butyl N-[[1-(5-bromo-3-fluoro-2-pyridyl)-4-hydroxy-4-piperidyl]methyl]carbamate BrC=1C=C(C(=NC1)N1CCC(CC1)(O)CNC(OC(C)(C)C)=O)F